ClC1=NC(=C2N(C(N(C2=N1)CC1=CC=C(C=C1)C=1N(C=C(N1)Cl)C)=N)C)Cl 2,6-dichloro-9-(4-(4-chloro-1-methyl-1H-imidazol-2-yl)benzyl)-7-methyl-7,9-dihydro-8H-purin-8-imine